N-(2-ethyl-5-(4-(piperazin-1-yl)quinazolin-6-yl)pyridin-3-yl)-2,4-difluorobenzenesulfonamide trifluoroacetate FC(C(=O)O)(F)F.C(C)C1=NC=C(C=C1NS(=O)(=O)C1=C(C=C(C=C1)F)F)C=1C=C2C(=NC=NC2=CC1)N1CCNCC1